ClC=1C=C(N)C(=CC1)OCCOC 3-chloro-6-(2-methoxyethoxy)aniline